CC1=C(C(=O)N[C@H](C)C2=CC(=CC(=C2)C=2SC=CC2)C=2C=NN(C2)C)C=C(C=C1)N1CCN(CC1)C (R)-2-methyl-N-(1-(3-(1-methyl-1H-pyrazol-4-yl)-5-(thiophen-2-yl)phenyl)ethyl)-5-(4-methylpiperazin-1-yl)benzamide